3-(((S)-3-(7-fluoro-3,4-dihydroisoquinolin-2(1H)-yl)-2-hydroxypropyl)amino)-1-(tetrahydro-2H-pyran-2-yl)-5-(trifluoromethyl)-1H-pyrazolo[4,3-d]pyridine FC1=CC=C2CCN(CC2=C1)C[C@H](CNC1=NN(C2=C1C=C(N=C2)C(F)(F)F)C2OCCCC2)O